O=C([C@@H](O)[C@@H](O)[C@H](O)CO)[O-] D-lyxonate